(1S,4S,5R)-3,3-Dibenzyl-6,8-dioxabicyclo[3.2.1]octan-4-yl (R)-3-(phenylthio)butanoate C1(=CC=CC=C1)S[C@@H](CC(=O)O[C@H]1C(C[C@H]2CO[C@@H]1O2)(CC2=CC=CC=C2)CC2=CC=CC=C2)C